5-bromo-2,7-dimethylpyrazolo[3,4-c]pyridine BrC1=CC=2C(C(=N1)C)=NN(C2)C